cetyl trichloroacetate ClC(C(=O)OCCCCCCCCCCCCCCCC)(Cl)Cl